N6-(4-(4-iodophenyl)butanethioyl)-L-lysine, trifluoroacetate salt FC(C(=O)O)(F)F.IC1=CC=C(C=C1)CCCC(=S)NCCCC[C@H](N)C(=O)O